FC1=CC=C(C=C1)C1(COC1)C=1C=NC(=NC1)N1CCNCC1 5-(3-(4-fluorophenyl)oxetan-3-yl)-2-(piperazin-1-yl)pyrimidine